nickel (2-ethylhexyl) (2-ethylhexyl)phosphonate C(C)C(CP(OCC(CCCC)CC)([O-])=O)CCCC.[Ni+2].C(C)C(COP([O-])(=O)CC(CCCC)CC)CCCC